FC1=CC(=C(C=C1[N+](=O)[O-])NC1=NC=CC(=N1)N1C=CC2=CC=CC=C12)OC N-(4-fluoro-2-methoxy-5-nitrophenyl)-4-(1H-indol-1-yl)pyrimidin-2-amine